myristoylpropyl-butylamine C(CCCCCCCCCCCCC)(=O)N(CCCC)CCC